4-[2-(3-benzyloxy-2-bromo-phenyl)ethynyl]Tetrahydropyran C(C1=CC=CC=C1)OC=1C(=C(C=CC1)C#CC1CCOCC1)Br